NC=1N=CC(=C2C=C(C=NC12)C(=O)N1CCC1)C1=CC=C(C=C1)C=1C=NN(C1)CC(=O)N1CCN(CC1)C 2-(4-(4-(8-amino-3-(azetidine-1-carbonyl)-1,7-naphthyridin-5-yl)phenyl)-1H-pyrazol-1-yl)-1-(4-methylpiperazin-1-yl)ethan-1-one